FC1(C(C1)C1=CC=C(C=C1)C(C(=O)OCC)[C@H](C(F)(F)F)C)F Ethyl (3R)-2-[4-(2,2-difluorocyclopropyl)phenyl]-4,4,4-trifluoro-3-methylbutanoate